N-(2-(7-methoxy-1-naphthyl)ethyl)acetamide COC1=CC=C2C=CC=C(C2=C1)CCNC(C)=O